ethyl 1-(3-((tert-butyldiphenylsilyl)oxy)propyl)-1H-imidazole-4-carboxylate [Si](C1=CC=CC=C1)(C1=CC=CC=C1)(C(C)(C)C)OCCCN1C=NC(=C1)C(=O)OCC